ClC=1SC(=C(N1)CCC(=O)NCCC)Cl 3-(2,5-dichloro-1,3-thiazol-4-yl)-N-propyl-propionamide